5-methyl-4-(piperazin-1-yl-2,2,3,3,5,5,6,6-d8)-5,8-dihydropyrido[2,3-d]pyrimidin-7(6H)-one hydrochloride Cl.CC1CC(NC=2N=CN=C(C21)N2C(C(NC(C2([2H])[2H])([2H])[2H])([2H])[2H])([2H])[2H])=O